4-[[1-[3-[(2-methoxypyrimidin-5-yl)-methylcarbamoyl]phenyl]-3-(trifluoromethyl)-4,5,6,7-tetrahydroindazol-7-yl]oxy]benzoic acid COC1=NC=C(C=N1)N(C(=O)C=1C=C(C=CC1)N1N=C(C=2CCCC(C12)OC1=CC=C(C(=O)O)C=C1)C(F)(F)F)C